OC1=CC(=CC=2N(C(=NC21)C)S(=O)(=O)C(F)(F)F)C(=O)N(C)C 4-hydroxy-N,N,2-trimethyl-1-((trifluoromethyl)sulfonyl)-1H-benzo[d]imidazol-6-carboxamide